C(C)(C)(C)OC(=O)N1C[C@H]([C@@H](CC1)NC1=NN2C(C=N1)=C(C=C2C2=NC=CC=C2)F)O.FC2=C(C(=CC=C2)OC)C(C)N2CCNCC2 1-(1-(2-fluoro-6-methoxyphenyl)ethyl)piperazine tert-butyl-(3R,4R)-4-{[5-fluoro-7-(pyridin-2-yl)pyrrolo[2,1-f][1,2,4]triazin-2-yl]amino}-3-hydroxypiperidine-1-carboxylate